1-(2-iodophenyl)-5-chloro-1H-indol IC1=C(C=CC=C1)N1C=CC2=CC(=CC=C12)Cl